Cl.Cl.C1(=CC=C(C=C1)C1CC(NC1)C(=O)N)C 4-(p-tolyl)pyrrolidine-2-carboxamide dihydrochloride